1-bromo-3,5-di-tert-butyl-2-ethoxybenzene BrC1=C(C(=CC(=C1)C(C)(C)C)C(C)(C)C)OCC